C(CCC)=O butanaldehyde